rac-(4aR,7aS)-4-((4-methylbenzyl)sulfonyl)hexahydropyrrolo[3,4-b][1,4]oxazin-6(2H)-carbonitrile CC1=CC=C(CS(=O)(=O)N2[C@H]3[C@@H](OCC2)CN(C3)C#N)C=C1 |r|